FC1(CCN(CC1)C(=O)C1=CC=C2C=CC(=CC2=C1)C1=CC=2N=CNC(C2N=C1)=O)F 7-[7-(4,4-difluoropiperidine-1-carbonyl)-2-naphthyl]-3H-pyrido[3,2-d]pyrimidin-4-one